N-(5-ethynyl-8-(methyl-amino)-2,7-naphthyridin-3-yl)cyclopropanecarboxamide C(#C)C1=C2C=C(N=CC2=C(N=C1)NC)NC(=O)C1CC1